OC(CCC=C)C=1C(=NN2C1CN(CC2)C(=O)OC(C)(C)C)C=C tert-Butyl 3-(1-hydroxypent-4-en-1-yl)-2-vinyl-6,7-dihydropyrazolo[1,5-a]pyrazine-5(4H)carboxylate